N-(3-(3-(Phenyl)-4-oxo-3,4-dihydrophthalazin-1-yl)-6-chlorophenyl)dimethylsulfamoylamide C1(=CC=CC=C1)N1N=C(C2=CC=CC=C2C1=O)C=1C=C(C(=CC1)Cl)[N-]S(N(C)C)(=O)=O